(Z)-1-(3,4-dimethoxyphenyl)undec-2-yn-1-one-O-methyloxime CO\N=C(/C#CCCCCCCCC)\C1=CC(=C(C=C1)OC)OC